2,4-bis(3-aminoanilino)-6-dibutylamino-1,3,5-triazine NC=1C=C(NC2=NC(=NC(=N2)NC2=CC(=CC=C2)N)N(CCCC)CCCC)C=CC1